(E)-1-(2-aminopyridin-3-yl)ethan-1-one oxime NC1=NC=CC=C1/C(/C)=N/O